[3-(2-methyloctanoyloxy)-2-[4-[[4-[2-(2-methyloctanoyloxy)-1-(2-methyloctanoyloxymethyl)ethoxy]-4-oxo-butyl]amino]butanoyloxy]propyl]2-methyloctanoate CC(C(=O)OCC(COC(C(CCCCCC)C)=O)OC(CCCNCCCC(=O)OC(COC(C(CCCCCC)C)=O)COC(C(CCCCCC)C)=O)=O)CCCCCC